methyl 4-(3-aminocyclobutoxy)benzoate NC1CC(C1)OC1=CC=C(C(=O)OC)C=C1